2-(2'-chloro-[1,1'-biphenyl]-2-yl)-4,4,5,5-tetramethyl-1,3,2-dioxaborolan ClC1=C(C=CC=C1)C1=C(C=CC=C1)B1OC(C(O1)(C)C)(C)C